NC=1C(=NC(=CN1)C1=CC=C(C=C1)N1[C@@H]2CN([C@H](C1)C2)CC(F)(F)F)C=2C=C1CCN=CC1=CC2 6-(3-amino-6-(4-((1S,4S)-5-(2,2,2-trifluoroethyl)-2,5-diazabicyclo[2.2.1]heptan-2-yl)phenyl)pyrazin-2-yl)-3,4-dihydroisoquinolin